3,5-dimethyl-4-methoxyphenol CC=1C=C(C=C(C1OC)C)O